C1(CCC1)NC(=O)C1=CN=C2N1N=C(C=C2NC)N2CCC1=C(C=CC=C21)CN2CC(C1(CC2)CCN(CC1)C1CCNCC1)(F)F N-cyclobutyl-6-(4-((1,1-difluoro-9-(piperidin-4-yl)-3,9-diazaspiro[5.5]undecan-3-yl)methyl)indolin-1-yl)-8-(methylamino)imidazo[1,2-b]pyridazine-3-carboxamide